FC1=C(C=CC(=C1)F)C=1C=CC=CC1 3-(2,4-difluorophenyl)benzene